FC1=CC=C(CN2C3=CC=C(C=C3C=3C=CN=C(C23)C)NC(=O)NC2=CC=C(C=C2)C(F)(F)F)C=C1 1-(9-(4-Fluorobenzyl)-1-methyl-beta-carbolin-6-yl)-3-(4-(trifluoromethyl)phenyl)urea